5-((3R,5S)-3-((R)-2-amino-3,3,3-trifluoropropionylamino)-5-methylpiperidin-1-yl)quinoline-8-carboxamide N[C@H](C(=O)N[C@H]1CN(C[C@H](C1)C)C1=C2C=CC=NC2=C(C=C1)C(=O)N)C(F)(F)F